5-ethyl-6-methyl-pyridin-3-amine C(C)C=1C=C(C=NC1C)N